2,5-diketomorpholine O=C1CNC(CO1)=O